ClC1=NC=C(C=C1C1=NN=CN1C)I 2-Chloro-5-iodo-3-(4-methyl-4H-1,2,4-triazol-3-yl)pyridine